4-ethoxy-N'-hydroxy-3-methoxy-benzamidine C(C)OC1=C(C=C(C(=NO)N)C=C1)OC